2-thienyl-L-alanine S1C(=CC=C1)N[C@@H](C)C(=O)O